4-[4-(4-fluoro-phenyl)-5-methylsulfanyl-pyridin-2-ylamino]-N-(2-methyl-5-morpholin-4-ylmethyl-phenyl)-benzamide FC1=CC=C(C=C1)C1=CC(=NC=C1SC)NC1=CC=C(C(=O)NC2=C(C=CC(=C2)CN2CCOCC2)C)C=C1